3-methylcyclobutane-1-carboxylic acid CC1CC(C1)C(=O)O